2-(4-(3-chloro-4-((3,5-difluoropyridin-2-yl)methoxy-d2)-5',6-dimethyl-2-oxyl-2H-[1,4'-bipyridyl]-2'-yl)thiazol-2-yl)-N,2-dimethylpropanamide ClC=1C(N(C(=CC1OC([2H])([2H])C1=NC=C(C=C1F)F)C)C1=CC(=NC=C1C)C=1N=C(SC1)C(C(=O)NC)(C)C)O